C1C(CC12CCNCC2)NC(C)=O N-(7-azaspiro[3.5]nonan-2-yl)acetamide